diethylaminoethyl-behenamide C(C)N(CC)CCC(C(=O)N)CCCCCCCCCCCCCCCCCCCC